CC1=CC=C(C=C1)S(=O)(=O)O[C@@H](C#C)C [(1R)-1-methylprop-2-ynyl] 4-methylbenzenesulfonate